4-(2-hydroxyprop-2-yl)hexahydropyridin-2-one OC(C)(C)C1CC(NCC1)=O